3-(2-(3-phenethyl-3-(tetrahydrofuran-2-yl)pyrrolidin-1-yl)ethyl)pyridine C(CC1=CC=CC=C1)C1(CN(CC1)CCC=1C=NC=CC1)C1OCCC1